C1(=CC=CC=C1)C=1C=C(C2=C(N=C(N=N2)N)C1)N 6-phenylbenzo[e][1,2,4]Triazine-3,8-diamine